Propan-1,2-diylbis(12-hydroxyoctadecanoat) C(C(C)C(C(=O)[O-])CCCCCCCCCC(CCCCCC)O)C(C(=O)[O-])CCCCCCCCCC(CCCCCC)O